(S)-tert-butyl 4-(1-(2,2-difluoroethyl)-7-(methylsulfonyl)-2-oxo-1,2-dihydropyrimido[4,5-d]pyrimidin-3(4H)-yl)-3,4-dihydroquinoline-1(2H)-carboxylate FC(CN1C(N(CC=2C1=NC(=NC2)S(=O)(=O)C)[C@H]2CCN(C1=CC=CC=C21)C(=O)OC(C)(C)C)=O)F